6-bromo-9-methyl-11-oxo-10,11-dihydrodibenzo[b,f][1,4]thiazepine-8-carboxylic acid BrC1=CC(=C(C2=C1SC1=C(C(N2)=O)C=CC=C1)C)C(=O)O